FC(C=1C=C(C=CC1)C(C(=O)Cl)C(=O)Cl)(F)F 2-(3-trifluoromethylphenyl)malonyl chloride